3,6-di-chloro-1-(3-((5-cyclopropyl-4-nitro-1-(tetrahydro-2H-pyran-4-yl)-1H-pyrazol-3-yl)oxy)propyl)-1H-pyrazolo[3,4-d]pyrimidine ClC1=NN(C2=NC(=NC=C21)Cl)CCCOC2=NN(C(=C2[N+](=O)[O-])C2CC2)C2CCOCC2